1-(2-(ethoxycarbonyl)-7,8-dihydro-6H-cyclopenta[g]quinolin-3-yl)pyridin-1-ium bromide [Br-].C(C)OC(=O)C1=NC2=CC3=C(C=C2C=C1[N+]1=CC=CC=C1)CCC3